7-fluoro-3-methyl-8-(6-(3-(pyrrolidin-1-yl)propoxy)pyridin-3-yl)-1-(tetrahydro-2H-pyran-4-yl)-1,3-dihydro-2H-imidazo[4,5-c]cinnolin-2-one FC=1C(=CC=2C3=C(N=NC2C1)N(C(N3C3CCOCC3)=O)C)C=3C=NC(=CC3)OCCCN3CCCC3